tert-butyl 2-(3,3-dibromo-7-chloro-2-oxo-2,3-dihydro-1H-pyrrolo[2,3-c]pyridin-1-yl)acetate BrC1(C(N(C2=C(N=CC=C21)Cl)CC(=O)OC(C)(C)C)=O)Br